N-[(1S)-2-amino-1-methyl-ethyl]-4-[[3-(2,3-difluoro-4-prop-2-ynoxy-phenyl)imidazo[1,2-a]pyrazin-8-yl]amino]-2-ethyl-benzamide NC[C@H](C)NC(C1=C(C=C(C=C1)NC=1C=2N(C=CN1)C(=CN2)C2=C(C(=C(C=C2)OCC#C)F)F)CC)=O